delta-alpha-tocopherol CC1=C(C2=C(CC[C@@](O2)(C)CCC[C@H](C)CCC[C@H](C)CCCC(C)C)C(=C1O)C)C